NC1=CC(=C(OC=2C=C(C(NN2)=O)C)C(=C1)Cl)Cl 6-(4-amino-2,6-dichlorophenoxy)-4-methylpyridazin-3(2H)-one